2-methoxyacetic acid ethyl ester (2-methoxyethyl acetate) COCCCC(=O)O.C(C)OC(COC)=O